C(C)[Si](CCCNCCN)(OC)OC Ethyldimethoxy(aminoethylaminopropyl)silan